8-((4-(3-(3-aminopropoxy)propoxy)pyridin-2-yl)ethynyl)-N-methyl-2-(methylsulfonyl)pyrido[4,3-d]pyrimidin-5-amine NCCCOCCCOC1=CC(=NC=C1)C#CC1=CN=C(C2=C1N=C(N=C2)S(=O)(=O)C)NC